2,5-dimethylpiperidin-4-carboxamide CC1NCC(C(C1)C(=O)N)C